BrC1=CC=C(C=C1)CC(C)(C)NC([C@H](C)NC(OC(C)(C)C)=O)=O tert-butyl (S)-(1-((1-(4-bromophenyl)-2-methylpropan-2-yl)amino)-1-oxopropan-2-yl)carbamate